FC=1C=C(C2=C(C(=CS2)C=2CNCCC2)C1)C#N 5-fluoro-3-(1,2,5,6-tetrahydropyridin-3-yl)-1-benzothiophene-7-carbonitrile